7-Isopropyl-3-oxa-7-azabicyclo[3.3.1]nonan-9-yl (8-amino-7-fluoro-6-(8-methyl-2,3-dihydro-1H-pyrido[2,3-b][1,4]oxazin-7-yl)isoquinolin-3-yl)carbamate NC=1C(=C(C=C2C=C(N=CC12)NC(OC1C2COCC1CN(C2)C(C)C)=O)C2=C(C1=C(OCCN1)N=C2)C)F